2-(6-(2,3-dichloro-6-hydroxyphenyl)-6,7-dihydro-5H-pyrrolo[2,1-c][1,2,4]triazol-3-yl)-2-methylpropanenitrile ClC1=C(C(=CC=C1Cl)O)C1CC2=NN=C(N2C1)C(C#N)(C)C